CCCCNC(=O)[C@H](CS)NC(=O)/C(=N\\OC)/C1=CC=CO1 The molecule is a monocarboxylic acid amide obtained by formal condensation between N-butyl-L-cysteinamide and (2Z)-2-(2-furyl)-2-(methoxyimino)acetic acid. It is a member of furans, an oxime O-ether, a monocarboxylic acid amide and a L-cysteine derivative.